COC1=CC=C(C=C1)N1CCN(CC1)C(=O)C1=CC2=C(S1)C1=CC=CC=C1C(=C2)S(=O)(=O)F 2-(4-(4-Methoxyphenyl)piperazine-1-carbonyl)naphtho[1,2-b]thiophene-5-sulfonyl fluoride